2-amino-2-(hydroxymethyl)propane-1,3-diol 3-(5-chloro-6-(oxetan-3-yloxy)-2-oxobenzo[d]oxazol-3(2H)-yl)propanoate ClC=1C(=CC2=C(N(C(O2)=O)C(C(=O)OCC(CO)(CO)N)C)C1)OC1COC1